O=C1NCC(C=C1)=O 2,5-dioxo-2,5-dihydro-1H-pyridine